C(C)OC(=O)C1=C(N=C(S1)NC1=NC(=CC(=N1)N1CCC(CC1)O)C1=NC=NC=C1)C 2-[4-(4-hydroxypiperidin-1-yl)-6-pyrimidin-4-ylpyrimidin-2-ylamino]-4-methylthiazole-5-carboxylic acid ethyl ester